(3R,5R,8R,9S,10S,13S,14S,17R)-3-(hydroxymethyl)-10,13-dimethyl-17-((2S,3S)-4,4,4-trifluoro-3-hydroxybutan-2-yl)hexadecahydro-1H-cyclopenta[a]phenanthren-3-ol OC[C@]1(CC[C@@]2([C@H]3CC[C@@]4([C@H](CC[C@H]4[C@@H]3CC[C@@H]2C1)[C@H](C)[C@@H](C(F)(F)F)O)C)C)O